N(2)-(3-Trifluoromethylphenyl)guanine FC(C=1C=C(C=CC1)NC=1NC(C=2NC=NC2N1)=O)(F)F